[Si](C)(C)(C(C)(C)C)OCCN1N=C(C=C1)N 1-(2-((tert-butyldimethylsilyl)oxy)ethyl)-1H-pyrazol-3-amine